C1(=CC=CC=C1)N(C1=CC=C(C=C1)/C=C(/C(=O)C1SCCCS1)\C1=CC=CC=C1)C1=CC=CC=C1 (E)-3-(4-(Diphenylamino)phenyl)-1-(1,3-dithian-2-yl)-2-phenylprop-2-en-1-one